Histidine amide dihydrochloride Cl.Cl.N[C@@H](CC1=CNC=N1)C(=O)N